6-[8-(1,3-benzothiazol-2-ylcarbamoyl)-3,4-dihydroisoquinolin-2(1H)-yl]-3-(1-benzyl-1H-pyrrolo[2,3-c]pyridin-3-yl)pyridine-2-carboxylic acid S1C(=NC2=C1C=CC=C2)NC(=O)C=2C=CC=C1CCN(CC21)C2=CC=C(C(=N2)C(=O)O)C2=CN(C1=CN=CC=C12)CC1=CC=CC=C1